C(C)(C)(C)C1=CC(=C(C(=C1)C)C=1NC2=CC=CC=C2C(C1CC)=O)OC1=C(C=C(C=C1)F)OC 2-[4-tert-butyl-2-(4-fluoro-2-methoxy-phenoxy)-6-methyl-phenyl]-3-ethyl-1H-quinolin-4-one